(S)-1-[5-(ethylsulfonimidoyl)-6-[5-methoxy-3-methyl-4-oxo-6-(trifluoromethyl)imidazo[4,5-c]pyridin-2-yl]-3-pyridyl]cyclopropanecarbonitrile C(C)[S@@](=O)(=N)C=1C=C(C=NC1C1=NC2=C(C(N(C(=C2)C(F)(F)F)OC)=O)N1C)C1(CC1)C#N